(S)-2,6-dimethoxy-N-(8'-(2-((methylsulfonyl)methyl)azetidin-1-yl)-4'H-spiro[cyclopropane-1,5'-naphtho[2,1-d]isoxazol]-3'-yl)benzenesulfonamide COC1=C(C(=CC=C1)OC)S(=O)(=O)NC1=NOC2=C1CC1(C3=CC=C(C=C32)N3[C@@H](CC3)CS(=O)(=O)C)CC1